O=N1=C2C(=CC=C1)CCCCC2 1-oxo-6,7,8,9-tetrahydro-5H-1λ5-cyclohepta[b]pyridine